C(C)(C)N1C(=NN=C1)C1=CC=CC=N1 6-(4-isopropyl-4H-1,2,4-triazol-3-yl)pyridin